(R)-3-[2-(2-chlorobenzoyl)-1,2,3,4-tetrahydroisoquinolin-5-yl]-3-(7-methoxy-1-methyl-1H-benzo[d][1,2,3]triazol-5-yl)propanoic acid ethyl ester C(C)OC(C[C@H](C1=CC2=C(N(N=N2)C)C(=C1)OC)C1=C2CCN(CC2=CC=C1)C(C1=C(C=CC=C1)Cl)=O)=O